N[C@H]1[C@@H]2N(C[C@H]1CC2)C(=O)C2=CC1=C(N(C(=N1)C=1N(C3=CC(=CC=C3C1)C=1C=NC(=NC1)C#N)CC1CC1)C)C(=C2)OC 5-(2-{5-[(1R,4R,7R)-7-amino-2-azabicyclo[2.2.1]heptane-2-carbonyl]-7-methoxy-1-methyl-1H-1,3-benzodiazol-2-yl}-1-(cyclopropylmethyl)-1H-indol-6-yl)pyrimidine-2-carbonitrile